C(C)(C)C=1NC=CN1 2-Isopropylimidazole